N-((R)-1-(4-fluorophenyl)ethyl)-5-(5-(methylsulfinyl)pyridin-3-yl)pyrazin-2-amine FC1=CC=C(C=C1)[C@@H](C)NC1=NC=C(N=C1)C=1C=NC=C(C1)S(=O)C